[C@H]1([C@@H](O)[C@@H](O)[C@H](O)[C@H](O1)CO)[C@@]1([C@H](O)[C@H](O)[C@@H](CO)O1)N1C=NC=2C(=O)N(C(N)=NC12)P(=O)(O)O alpha-mannosyl-1-phosphoguanosine